7-(3-(4-(quinolin-2-yl)piperazin-1-yl)propoxy)-2-methyl-3,4-dihydroisoquinolin-1(2H)-one N1=C(C=CC2=CC=CC=C12)N1CCN(CC1)CCCOC1=CC=C2CCN(C(C2=C1)=O)C